C(CCCCCCCCCCCCCCC(C)C)(=O)OCCCCCCCCCCCCCCCCCCCC eicosyl isostearate